FC(OC1=CC=CC2=CN([C@H]3C=4N(C(=C21)C3)C3=C(N4)C=CC(=C3)C#CC3CN(CC3)C(=O)C3(CC3)O)C([2H])([2H])[2H])F (7R,14R)-1-(difluoromethoxy)-11-((1-(1-hydroxycyclopropane-1-carbonyl)pyrrolidin-3-yl)ethynyl)-6-(methyl-d3)-6,7-dihydro-7,14-methanobenzo[f]benzo[4,5]imidazo[1,2-a][1,4]diazocin